(4-nitrophenyl)methanamine [N+](=O)([O-])C1=CC=C(C=C1)CN